ClC=1C=C(CNCCC(=O)NCCCNC2=NC3=C(C4=CN=CC=C24)C=CC(=C3)C(=O)N)C=CC1OC1CCCC1 5-((3-(3-((3-chloro-4-(cyclopentyloxy)benzyl)amino)propanamido)propyl)amino)benzo[c][2,6]naphthyridine-8-carboxamide